N-[4-(5-phenyl-1,3,4-oxadiazol-2-yl)phenyl]pyridazine-4-carboxamide (S)-2-((tert-butyldimethylsilyl)oxy)ethyl-propionate [Si](C)(C)(C(C)(C)C)OCCOC(CC)=O.C1(=CC=CC=C1)C1=NN=C(O1)C1=CC=C(C=C1)NC(=O)C1=CN=NC=C1